OC=1C=C(C=CC1C)NC(=O)C1=CN(C=C1)S(=O)(=O)C=1C=C(N(C1)C)C(=O)N 4-((3-((3-hydroxy-4-methylphenyl)carbamoyl)-1H-pyrrol-1-yl)sulfonyl)-1-methyl-1H-pyrrole-2-carboxamide